FC(C(=O)O)(F)F.ClC=1C=C(CNC2=NC=NC3=CC(=C(C=C23)OC2CC(C2)NC(C=C)=O)OC)C=CC1 N-((1r,3r)-3-((4-((3-chlorobenzyl)amino)-7-methoxyquinazolin-6-yl)oxy)cyclobutyl)acrylamide 2,2,2-trifluoroacetate